8-chloro-3,7-dihydro-1,3-dimethyl-1H-purine-2,6-dione ClC1=NC=2N(C(N(C(C2N1)=O)C)=O)C